FC1=C(C=CC(=C1C(=O)C1=CNC2=NC=C(C=C21)C2=CC=C(C=C2)N2CCC(CC2)C=O)F)NS(=O)(=O)N2[C@H](CCC2)C (S)-N-(2,4-difluoro-3-(5-(4-(4-formylpiperidin-1-yl)phenyl)-1H-pyrrolo[2,3-b]pyridine-3-carbonyl)phenyl)-2-methylpyrrolidine-1-sulfonamide